[C@H]12[C@@H](C[C@H](CC1)O2)NC(OC(C)(C)C)=O |r| rac-tert-butyl ((1R,2R,4S)-7-oxabicyclo[2.2.1]heptan-2-yl)carbamate